O=C1NC(CCC1C1=C(C2=C(NC(N2C)=O)C=C1)C=O)=O (2,6-dioxo-3-piperidyl)-3-methyl-2-oxo-benzimidazole-4-carbaldehyde